9-(10-bromoanthracene-9-yl)naphtho[2,1-b]benzofurane-1,2,3,4,5,6,8,11-d8 BrC1=C2C=CC=CC2=C(C2=CC=CC=C12)C1=C(C2=C(C=3C(O2)=C(C(=C2C(=C(C(=C(C23)[2H])[2H])[2H])[2H])[2H])[2H])C(=C1)[2H])[2H]